6-(4-chlorobenzyl)-8-hydroxy-2-(propan-2-yl)-2,6-dihydroimidazo[1,2-c]pyrido[2,3-e]pyrimidin-5(3H)-one ClC1=CC=C(CN2C(N3C(C4=C2C=C(C=N4)O)=NC(C3)C(C)C)=O)C=C1